O=C(C(=O)OC(C#CC(=O)OC(C)(C)C)C1=CC=CC=C1)C Tert-butyl 4-((2-oxopropanoyl)oxy)-4-phenylbut-2-ynoate